4-((2S,5R)-4-((R)-1-(4-chlorophenyl)propyl)-2,5-dimethylpiperazin-1-yl)-2-methyl-1-(((S)-tetrahydrofuran-2-yl)methyl)-1H-[1,2,4]triazolo[3,4-b]purine ClC1=CC=C(C=C1)[C@@H](CC)N1C[C@@H](N(C[C@H]1C)C=1C=2N=C(N(C2N2C(N1)=NN=C2)C[C@H]2OCCC2)C)C